(3S,6R,7R)-12-(benzyloxy)-6-hydroxy-3-methyl-1,11-dioxo-N-(2,4,6-trifluorobenzyl)-1,6,7,11-tetrahydro-3H-2,7-methanopyrido[1,2-a][1,4]diazonine-10-carboxamide C(C1=CC=CC=C1)OC=1C(C(=CN2C1C(N1[C@H](C=C[C@H]([C@H]2C1)O)C)=O)C(=O)NCC1=C(C=C(C=C1F)F)F)=O